C(C)C=1C(=C(C(=CC1)C)CNC(CCCCC#CC1=C(C=CC=C1C)C)=O)C(C)C N-[(3-Ethyl-2-isopropyl-6-methylphenyl)methyl]-7-(2,6-dimethylphenyl)-6-heptynamide